CC1=NC2=CC=C(C=C2C(=N1)N[C@H](C)C1=C(C(=CC=C1)C(F)(F)F)C)P1(CCCC1)=O 2-methyl-N-[(1R)-1-[2-methyl-3-(trifluoromethyl)phenyl]ethyl]-6-(1-oxo-1λ5-phospholan-1-yl)quinazolin-4-amine